7-((2-Methoxy-4-(4-methylpiperazin-1-yl)phenyl)amino)-1-(1-methylpiperidin-4-yl)pyrimido[4,5-d]pyrimidin-2(1H)-one COC1=C(C=CC(=C1)N1CCN(CC1)C)NC1=NC=C2C(=N1)N(C(N=C2)=O)C2CCN(CC2)C